4-(trifluoromethoxy)-1H-benzimidazole-2-carbaldehyde FC(OC1=CC=CC=2NC(=NC21)C=O)(F)F